Cl.NCCNC(C1=CC=C(C=C1)C=1N(C(=CC1)C1=CC=C(C=C1)Cl)C1=C(C=CC=C1)C(F)(F)F)=O N-(2-aminoethyl)-4-[5-(4-chlorophenyl)-1-[2-(trifluoromethyl)-phenyl]pyrrol-2-yl]benzamide hydrochloride